bromo-di-phenylmethane BrC(C1=CC=CC=C1)C1=CC=CC=C1